C(CCC)C1=NC2(C(N1CC1=CC(=C(C=C1)C=1C(=CC=CC1)S(=O)(=O)NC1=NOC(=C1C)C)COCC)=O)CN(CCC2)C 4'-((2-butyl-7-methyl-4-oxo-1,3,7-triazaspiro[4.5]dec-1-en-3-yl)methyl)-N-(4,5-dimethylisoxazol-3-yl)-2'-(ethoxymethyl)-[1,1'-biphenyl]-2-sulfonamide